FC(C1=CC=C(C=C1)/C=C/B(O)O)(F)F trans-2-[4-(trifluoromethyl)phenyl]vinylboronic acid